(S)-2-((2-chloro-5-((2,2,2-trifluoroethoxy)methyl)pyrimidin-4-yl)oxy)-1-fluoro-10-methyl-5,6,8,9,10,11-hexahydro-7H-pyrido[3',4':4,5]pyrrolo[2,3-f]isoquinolin-7-one ClC1=NC=C(C(=N1)OC=1N=CC=2CCC3=C(C2C1F)NC1=C3C(NC[C@@H]1C)=O)COCC(F)(F)F